2-(5-(9,9-Dimethyl-9H-fluoren-2-yl)-[1,1':4',1''-terphenyl]-3-yl)-4,4,5,5-tetramethyl-1,3,2-dioxaborolane CC1(C2=CC=CC=C2C=2C=CC(=CC12)C=1C=C(C=C(C1)C1=CC=C(C=C1)C1=CC=CC=C1)B1OC(C(O1)(C)C)(C)C)C